((R)-1-hydroxyethyl)-5-methylpicolinamide O[C@H](C)C=1C(=NC=C(C1)C)C(=O)N